CC=1C=C(NC1C)N1N([NH2+]C(=N1)C1=CC(=CC=C1)CC(=O)O)C1=CC=C(C=C1)S(=O)(=O)O 3-(4,5-dimethylazol-2-yl)-5-(3-carboxymethylphenyl)-2-(4-sulfophenyl)-2H-tetrazolium